NC1=NNC2=C1N=CN=C2 aminopyrimidinopyrazole